Cl.FC1=C(C=CC=C1)C1NCCOC1 3-(2-fluorophenyl)morpholine hydrochloride